(2R,3R,4S,SR)-2-(6-chloro-4-(((R)-1-(4-(pentafluoro-λ6-sulfanyl)phenyl)ethyl)amino)-1H-pyrazolo[3,4-d]pyrimidin-1-yl)-5-(hydroxymethyl)tetrahydrofuran-3,4-diol ClC1=NC(=C2C(=N1)N(N=C2)[C@@H]2O[C@H]([C@H]([C@H]2O)O)CO)N[C@H](C)C2=CC=C(C=C2)S(F)(F)(F)(F)F |&1:12|